C[N+]1=CC=C(C(=C1)CC=O)C1CC1 methyl-4-cyclopropyl-5-formylmethylpyridinium